(4-(cyclohexyloxy)-1-(6-(2-hydroxyphenyl)pyridazin-4-yl)piperidin-4-yl)(2,6-diazaspiro[3.3]heptan-2-yl)methanone C1(CCCCC1)OC1(CCN(CC1)C1=CN=NC(=C1)C1=C(C=CC=C1)O)C(=O)N1CC2(C1)CNC2